Cl.N[C@H](C(=O)OC[C@@H](CC)NC1=NC(=C2N=CN(C2=N1)C(C)C)N(C1=CC=CC=C1)C)C(C)C [(2R)-2-[[9-isopropyl-6-(N-methylanilino)purin-2-yl]amino]butyl] (2S)-2-amino-3-methylbutanoate hydrochloride